CC1N(CCN(C1)C)CC1=C(C=C(C=C1)NC(N)=O)C(F)(F)F 3-(4-((2,4-dimethylpiperazin-1-yl)methyl)-3-(trifluoromethyl)phenyl)urea